C(C)OC(=O)C=1C=NN(C1)CC=1C(=NC(=CC1)N1CC2CC2C1)C(=CO)C 1-[(6-{3-azabicyclo[3.1.0]hex-3-yl}-2-(1-hydroxypropen-2-yl)pyridin-3-yl)methyl]-1H-pyrazole-4-carboxylic acid ethyl ester